ClC=1C=C(C(=NC1OC(F)F)C)NC(=O)NC=1C=NC2=CC=C(N=C2C1[C@H](C)OC)C (S)-N-(5-chloro-6-(difluoromethoxy)-2-methylpyridin-3-yl)-N'-(4-(1-methoxyethyl)-6-methyl-1,5-naphthyridin-3-yl)urea